FC=1C2=C(C=NC1C(F)(F)F)[C@]1(CCS2)NC(OC1)=O (S)-8'-fluoro-7'-(trifluoromethyl)-2',3'-dihydrospiro[oxazolidine-4,4'-thiopyrano[3,2-c]pyridin]-2-one